OC(CN1N=C2C(=N1)C=CC=C2)CCCCCC 2-hydroxy-octyl-2H-benzotriazole